5-fluoro-1-(tetrahydro-2H-pyran-2-yl)-4-vinyl-1H-indazole FC=1C(=C2C=NN(C2=CC1)C1OCCCC1)C=C